FC=1C=C(C=CC1C(F)(F)F)COC1CN(C1)C(=O)N1C[C@@H]2[C@@H](OCC(N2)=O)CC1 (4aR,8aS)-6-[3-[[3-fluoro-4-(trifluoromethyl)phenyl]methoxy]azetidine-1-carbonyl]-4,4a,5,7,8,8a-hexahydropyrido[4,3-b][1,4]oxazin-3-one